ClC1=CC(=CC(=N1)C(=O)NC1CC2=CC=CC=C2C1)NC1=C(C=CC=C1)F 6-Chloro-N-(2,3-dihydro-1H-inden-2-yl)-4-((2-fluorophenyl)amino)pyridineamide